C1(CCCCC1)N1CCC(CC1)NCC=1OC=CC1 (1-Cyclohexyl-piperidin-4-yl)-furan-2-ylmethyl-amine